NC1=C(C=C(C(=O)OC)C=C1)C1CC2CCC(C1)O2 methyl 4-amino-3-[8-oxabicyclo[3.2.1]octan-3-yl]benzoate